COC(=O)C=1C=C(C(=O)NCCC(=O)NC=2SC(=C(N2)C)C(=O)OCCC)C=C(C1)[N+](=O)[O-] propyl 2-[3-[(3-methoxycarbonyl-5-nitro-benzoyl) amino] propionylamino]-4-methyl-thiazole-5-carboxylate